C[C@H]1[C@H](C1)C(=O)O (1S,2R)-2-(methyl)cyclopropane-1-carboxylic acid